8-fluoro-2-(((2R,7aS)-2-fluorotetrahydro-1H-pyrrolizin-7a(5H)-yl)methoxy)-4-(6-((hydroxymethyl)-1,4-oxazepan-4-yl)pyrido[4,3-d]pyrimidin-7-yl)naphthalen-2-ol FC=1C=CC=C2C(=CC(CC12)(O)OC[C@]12CCCN2C[C@@H](C1)F)C1=CC=2N=CN=CC2CN1N1CC(OCCC1)CO